CC1=C(C=C(C(=O)NC2=NC=CC(=C2)C(F)(F)F)C=C1)C#CC1=CC2=C(N(C=N2)C=2N=NN(C2)C)C=C1 4-methyl-3-((1-(1-methyl-1H-1,2,3-triazol-4-yl)-1H-benzo[d]imidazol-5-yl)ethynyl)-N-(4-(trifluoromethyl)pyridin-2-yl)benzamide